S1C(=NC2=C1C=CC=C2)C[C@H](N)C(=O)O 3-(1,3-benzothiazol-2-yl)-L-alanine